11-(benzyloxy)-2-methyl-2-undecene C(C1=CC=CC=C1)OCCCCCCCCC=C(C)C